6-fluoropyrazolo[1,5-a]pyrimidine-3-carboxylic acid ethyl ester C(C)OC(=O)C=1C=NN2C1N=CC(=C2)F